C(C)OC=1C=C(C=CC1)C=1N=CC=2N(C1)C(=CN2)C2=CC(=C(C=C2)O)OC 4-[6-(3-ethoxyphenyl)imidazo[1,2-a]pyrazin-3-yl]-2-methoxy-phenol